2-amino-3-(3-fluoro-4-((fluorosulfonyl)oxy)phenyl)propanoic acid NC(C(=O)O)CC1=CC(=C(C=C1)OS(=O)(=O)F)F